C1(CCCC1)NC=1SC2=C(N1)C=CC(=C2)C2=NC(=NC=C2F)NC2=CC=C(C=N2)C(=O)N2CCN(CC2)CC (6-((4-(2-(cyclopentylamino)benzothiazole-6-yl)-5-fluoropyrimidine-2-yl)amino)pyridine-3-yl)(4-ethylpiperazine-1-yl)ketone